C(C)(C)(C)OC(=O)N(C=1N=CC(=NC1C1=CC(=NO1)C1=CCC(C=C1)=CN(C)C(=O)OC(C)(C)C)B(O)O)C(=O)OC(C)(C)C (5-(bis(tert-butoxycarbonyl)amino)-6-(3-(4-(((tert-butoxycarbonyl)(methyl)amino)methyl-yl)phenyl)isoxazol-5-yl)pyrazin-2-yl)boronic acid